CS(=O)(=O)[O-].C(CC)[NH+]1C(CCC1)CC 1-Propyl-2-ethylpyrrolidinium methansulfonat